C1(CC1)C=1N=C2N(C=C(N=C2)C2=CC(=C(C=C2)F)C(C)C)C1C=1C(=C2C=NN(C2=CC1)C(=O)C1CCC(CC1)C(=O)OC)F methyl 4-(5-{2-cyclopropyl-6-[4-fluoro-3-(propan-2-yl)phenyl]imidazo[1,2-a]pyrazin-3-yl}-4-fluoro-1H-indazole-1-carbonyl)cyclohexane-1-carboxylate